ClP(C1=CC=C(C=C1)C=C)(C1=CC=CC=C1)(C1=CC=CC=C1)Cl dichlorodiphenyl-(4-vinylphenyl)-lambda5-Phosphine